ClC=1C=C(C=C(C1CC1=CC(=C(C=C1)O)C(C)C)Cl)SCC(=O)NC1=CC=NC=C1 2-((3,5-dichloro-4-(4-hydroxy-3-isopropylbenzyl)phenyl)thio)-N-(pyridin-4-yl)acetamide